FC=1C=C(C=CC1P(=O)(O)O)[C@H](C(=O)N[C@@H]1B(OC2=C(C1)C=CC=C2C(=O)O)O)NC(=O)NC=2SC=C(N2)C (R)-3-((R)-2-(3-fluoro-4-phosphonophenyl)-2-(3-(4-methylthiazol-2-yl)ureido)acetamido)-2-hydroxy-3,4-dihydro-2H-benzo[e][1,2]oxaborinine-8-carboxylic acid